5,5'-(1-methylethylidene)bis(2-furanmethanol) CC(C)(C1=CC=C(O1)CO)C1=CC=C(O1)CO